iodopropynyl-n-butylamine ICC#CNCCCC